FC1=CC=C(C=C1)C1=CC(=C(C=N1)C1=CC(=C(C=O)C=C1)O)C1=NN(C=C1)C 4-(6-(4-fluorophenyl)-4-(1-methyl-1H-pyrazol-3-yl)pyridin-3-yl)-2-hydroxybenzaldehyde